(rac)-1-(1,3,5-trimethyl-1H-pyrazol-4-yl)ethan-1-amine CN1N=C(C(=C1C)[C@@H](C)N)C |r|